3-(5-bromo-2-methoxyphenyl)-3-[4-(7H-pyrrolo[2,3-d]pyrimidin-4-yl)-1H-pyrazol-1-yl]propanenitrile BrC=1C=CC(=C(C1)C(CC#N)N1N=CC(=C1)C=1C2=C(N=CN1)NC=C2)OC